C(#N)C1=C(C=CC(=C1)C(F)(F)F)N1CCC(CC1)(C(=O)NC[C@H]1N(CC(C1)(F)F)C)C=1C=NC(=CC1)C=1N(C=CC1)C 1-[2-cyano-4-(trifluoromethyl)phenyl]-N-{[(2S)-4,4-difluoro-1-methylpyrrolidin-2-yl]methyl}-4-[6-(1-methyl-1H-pyrrol-2-yl)pyridin-3-yl]piperidine-4-carboxamide